N1N=CC2=CC(=CC=C12)C1=CC2=C(N(C3=C(O2)C=C(C(=C3)C)C=3C=C2C=NNC2=CC3)CCOCCN3CCOCC3)N=C1 3,7-di(1H-indazol-5-yl)-8-methyl-10-(2-(2-morpholinoethoxy)ethyl)-10H-benzo[b]pyrido[2,3-e][1,4]oxazine